HeptanTriol C(CCCCCC)(O)(O)O